[Li+].ClC=1C=CC(=C(C1)C1=CC(=CN=N1)NC1=CC=NC2=CC=C(C=C12)C(=O)[O-])F 4-{[6-(5-chloro-2-fluorophenyl)pyridazin-4-yl]Amino}quinoline-6-carboxylic acid lithium salt